(S)-2-(2,6-difluorobenzoylamino)-3-((S)-8-(4-fluoro-2-methoxy-6-(trifluoromethyl)phenyl)quinolin-5-yl)propionic acid FC1=C(C(=O)N[C@H](C(=O)O)CC2=C3C=CC=NC3=C(C=C2)C2=C(C=C(C=C2C(F)(F)F)F)OC)C(=CC=C1)F